C(=O)O.C1(CC1)CCN(C1=C2CN(C(C2=CC=C1)=O)C1C(NC(CC1)=O)=O)C1CCC(CC1)NC1CC(C1)(F)F 3-(4-((2-cyclopropylethyl)((1s,4s)-4-((3,3-difluorocyclobutyl)amino)cyclohexyl)amino)-1-oxoisoindolin-2-yl)piperidine-2,6-dione formate